OC(CNC1=CC=CC=C1)C=1NC(NC1)=S 4-(1-hydroxy-2-phenylaminoethyl)-1,3-dihydroimidazole-2-thione